CC12OCCC1C1(CCCC(C1CC2)(C)C)C dodecahydro-3a,6,6,9a-tetramethylnaphtho-[2,1-b]-furan